ethyl 6-(3-fluoro-3-phenylazetidin-1-yl)quinoline-4-carboxylate FC1(CN(C1)C=1C=C2C(=CC=NC2=CC1)C(=O)OCC)C1=CC=CC=C1